C(C)(=O)OC(CC=1N=C2N(C=C(C=C2Br)C2CC2)C1)C1=NC(=NC(=C1)N)C 1-(6-amino-2-methylpyrimidin-4-yl)-2-(8-bromo-6-cyclopropylimidazo[1,2-a]pyridin-2-yl)ethyl acetate